C(C=C)(=O)OCCN(C)C [2-(acryloyloxy)-ethyl]-dimethylamine